FC1=NC=CC(=C1)NC=1C=C(C=CC1)NC(C1=CC(=CC=C1)NC1=CC=NC2=CC=C(C=C12)F)=O N-(3-((2-fluoropyridin-4-yl)amino)phenyl)-3-((6-fluoroquinolin-4-yl)amino)benzamide